COC(C1CCN(CC1)C1=CC=C(C=C1)C1C=2C=CC(=CC2C(CC1C1=CC=C(C=C1)C)(F)F)O)OC 5-(4-(4-(dimethoxymethyl)piperidin-1-yl)phenyl)-8,8-difluoro-6-(p-tolyl)-5,6,7,8-tetrahydronaphthalen-2-ol